(R)-6-azido-6,7-dihydro-5H-pyrazolo[5,1-b][1,3]oxazine N(=[N+]=[N-])[C@@H]1CN2C(OC1)=CC=N2